COC(CNC(=O)C1=NC(=CN=C1O)C1=CC=C(C=C1)OCC)=O (3-hydroxy-6-(4-ethoxyphenyl)pyrazine-2-carbonyl)glycine methyl ester